O[C@@H](CO)C1=C(C=C(C2=C1CCO2)C2=CC=C(C=C2)OC(F)(F)F)CN(C(C=C)=O)C (R)-N-((4-(1,2-dihydroxyethyl)-7-(4-(trifluoromethoxy)phenyl)-2,3-dihydrobenzofuran-5-yl)methyl)-N-methylacrylamide